3,3-Dimethyl-[1,4'-bipiperidine]-1'-carboxylic acid benzyl ester C(C1=CC=CC=C1)OC(=O)N1CCC(CC1)N1CC(CCC1)(C)C